3-amino-2-(benzyloxy)-6-methylpyridine-4-carbaldehyde NC=1C(=NC(=CC1C=O)C)OCC1=CC=CC=C1